P(=O)(OO)OP(=O)[O-] 1-hydroxy diphosphonate